ClC1=CC(=C(C=C1)C1=NC(=CC=2N=C(N(C(C21)=O)C)C)N2C[C@H](OCC2)C2=CC(=CC=C2)C(F)(F)F)F 5-(4-chloro-2-fluorophenyl)-2,3-dimethyl-7-((2R)-2-(3-(trifluoromethyl)phenyl)-4-morpholinyl)pyrido[4,3-d]pyrimidin-4(3H)-one